(S)-2-amino-3-(2-methylpyridin-4-yl)propanoic acid N[C@H](C(=O)O)CC1=CC(=NC=C1)C